NC1=NC=C(C#N)C(=C1)N[C@H]1[C@@H](CCC1)OC 6-amino-4-(((trans)-2-methoxycyclopentyl)amino)nicotinonitrile